C(C)OC(CCC1(C(N(C(=C1CC(=O)OCC)C1=CC(=CC=C1)Cl)CC1=CC=CC=C1)=O)C)=O 3-(1-benzyl-5-(3-chlorophenyl)-4-(2-ethoxy-2-oxoethyl)-3-methyl-2-oxo-2,3-dihydro-1H-pyrrol-3-yl)propionic acid ethyl ester